6-[(4-fluorophenyl)methyl]-3-methyl-indoline-3-carboxylic acid methyl ester COC(=O)C1(CNC2=CC(=CC=C12)CC1=CC=C(C=C1)F)C